FC(C1=CC=C(C=C1)N1CC2N(C3=C1C=CC=N3)CCC(C2)C(=O)O)(F)F 5-(4-(trifluoromethyl)phenyl)-6,6a,7,8,9,10-hexahydro-5H-dipyrido[1,2-a:3',2'-e]pyrazine-8-carboxylic acid